N[C@@H](CO)[C@@H](\C=C\CCCCCCCC\C=C/CCC)O (2S,3R,4E,14Z)-2-aminooctadec-4,14-diene-1,3-diol